(4-methoxyphenyl)benzene-1,4-diamine COC1=CC=C(C=C1)C1=C(C=CC(=C1)N)N